N-(1-hydroxypropan-2-yl)-2-methyl-5-((2-(trifluoromethyl)pyridin-3-yl)methoxy)benzofuran-3-carboxamide OCC(C)NC(=O)C1=C(OC2=C1C=C(C=C2)OCC=2C(=NC=CC2)C(F)(F)F)C